C[C@@H]1CN(C[C@@H](N1)C)C1=CC=CC(=N1)[C@@H](C)NC=1C2=C(N=CN1)NC=C2C=2C=NN(C2)C |o1:14| N-((R*)-1-(6-((3R,5S)-3,5-Dimethylpiperazin-1-yl)pyridin-2-yl)ethyl)-5-(1-methyl-1H-pyrazol-4-yl)-7H-pyrrolo[2,3-d]pyrimidin-4-amine